FC1=C(C=C(C(=C1)C(F)(F)F)F)NS(=O)(=O)C1=CNC=C1CC1=CC(=CC=C1)OC N-[2,5-difluoro-4-(trifluoromethyl)phenyl]-4-[(3-methoxyphenyl)methyl]-1H-pyrrole-3-sulfonamide